NC=1C(=NC(=C(N1)N)Cl)C(=O)NC(NCCCCC1=CC=C(C=C1)C=1SC(=CN1)CCC(=O)NCCN(C[C@@H]([C@H]([C@@H]([C@@H](CO)O)O)O)O)C[C@@H]([C@H]([C@@H]([C@@H](CO)O)O)O)O)=N 3,5-diamino-N-(N-(4-(4-(5-(3-((2-(bis((2S,3R,4R,5R)-2,3,4,5,6-pentahydroxyhexyl)amino)ethyl)amino)-3-oxopropyl)thiazol-2-yl)phenyl)butyl)carbamimidoyl)-6-chloropyrazine-2-carboxamide